3-(1H-IMIDAZOL-4-YLMETHYL)-BENZALDEHYDE N1C=NC(=C1)CC=1C=C(C=O)C=CC1